4-(2-(4-(2-acetyl-5-chlorophenyl)-5-methoxy-2-oxopyridin-1(2H)-yl)-3-(m-methylphenyl)propanamido)benzoic acid C(C)(=O)C1=C(C=C(C=C1)Cl)C1=CC(N(C=C1OC)C(C(=O)NC1=CC=C(C(=O)O)C=C1)CC1=CC(=CC=C1)C)=O